ClC=1C=C(C=NC1)CNC1=NC(=NC2=CC=C(C=C12)C=1C(=NOC1C)C)C(=O)NCC1=CC(=NC=C1)Cl (((5-Chloropyridin-3-yl)methyl)amino)-N-((2-Chloropyridin-4-yl)methyl)-6-(3,5-dimethylisoxazol-4-yl)quinazoline-2-carboxamide